(3,5-difluoro-4-{[6-methoxy-7-(2-methoxyethoxy)-1,5-naphthyridin-4-yl]oxy}phenyl)pyridine-3-carboxamide FC=1C=C(C=C(C1OC1=CC=NC2=CC(=C(N=C12)OC)OCCOC)F)C1=NC=CC=C1C(=O)N